C(C)(=O)N1C2=CC=CC=C2C=2C=CC=C(N[C@@H]3CN([C@H](C(N(CCC1)C)=O)C3)C3=C1C(=NC=N3)N(N=C1)C1=C(C=C(C=C1)F)F)N2 (14S,17S)-8-acetyl-15-[1-(2,4-difluorophenyl)pyrazolo[3,4-d]pyrimidin-4-yl]-12-methyl-8,12,15,18,23-pentazatetracyclo[17.3.1.114,17.02,7]tetracosa-1(23),2,4,6,19,21-hexaen-13-one